(benzo[d][1,3]dioxolan-5-yl)-2-(4-(2-methylbenzoyl)piperazin-1-yl)acetamide O1COC2=C1C=CC(=C2)C(C(=O)N)N2CCN(CC2)C(C2=C(C=CC=C2)C)=O